ClC=1C=C(C=CC1Cl)C1CCC(C2=CC=CC=C12)N 4-(3,4-dichlorophenyl)-1,2,3,4-tetrahydro-1-naphthalenamine